tert-Butyl 3,3-difluoro-4-(trifluoromethylsulfonyloxymethyl)piperidine-1-carboxylate FC1(CN(CCC1COS(=O)(=O)C(F)(F)F)C(=O)OC(C)(C)C)F